C1(CCCCC1)S(=O)(=O)C1=CC=C(N=N1)NC1C[C@@H]2[C@@H](CN(C2)CC2=NC=CC=C2C)C1 (3aR,5s,6aS)-N-(6-(cyclohexylsulfonyl)pyridazin-3-yl)-2-((3-methylpyridin-2-yl)methyl)octahydrocyclopenta[c]pyrrol-5-amine